2-chloro-4-(1-isopropyl-2-methyl-1H-benzo[d]imidazol-6-yl)pyrimidine-5-carboxylic acid isopropyl ester C(C)(C)OC(=O)C=1C(=NC(=NC1)Cl)C=1C=CC2=C(N(C(=N2)C)C(C)C)C1